N-ethyl-1-(2-fluoro-1-methylpropyl)-5-methyl-N-pyridazin-4-yl-pyrazole-4-carboxamide C(C)N(C(=O)C=1C=NN(C1C)C(C(C)F)C)C1=CN=NC=C1